FC1=C(C=C(C=C1)C1=NC(=NO1)C=1C=NC(=CC1)C)OCC#C 5-(4-fluoro-3-(prop-2-yn-1-yloxy)phenyl)-3-(6-methylpyridin-3-yl)-1,2,4-oxadiazole